2,5-difluoroaniline FC1=C(N)C=C(C=C1)F